2-methoxyacetyl chloride COCC(=O)Cl